COC1=CC=2C(C3N(C2C=C1)CCO3)(C)C 7-methoxy-9,9-dimethyl-2,3-dihydrooxazolo[3,2-a]indol